1,2-EthaneDisulfonic acid C(CS(=O)(=O)O)S(=O)(=O)O